C(C)(C)(C)OC(=O)N1C[C@H]([C@@H](CC1)CN1N=CC(=C1C(NC1=NC=C(C=C1C)C#CC1=CC=CC=C1)=O)Cl)F.C1(=C(C(=CC=C1)C1C(COCC2C(O2)C=2C(=C(C=CC2)O)C=2C(=CC=CC2)O)O1)C=1C(=CC=CC1)O)O biphenolglycidyl ether tert-butyl-(3S,4S)-4-((4-chloro-5-((3-methyl-5-(phenylethynyl)pyridin-2-yl)carbamoyl)-1H-pyrazol-1-yl)methyl)-3-fluoropiperidine-1-carboxylate